C(C)N1CC2(CN(C2)C=2C=CC(=NC2)NC2=NC=C(C(=N2)C2=C(C=3C(N(C=C(C3S2)C(C)C)C)=O)C)F)C1 2-(2-((5-(6-ethyl-2,6-diazaspiro[3.3]hept-2-yl)pyridin-2-yl)amino)-5-fluoropyrimidin-4-yl)-7-isopropyl-3,5-dimethylthieno[3,2-c]pyridin-4(5H)-one